((S)-3-(4-chlorophenyl)-1-(((S)-1-hydroxy-3-((S)-2-oxopyrrolidin-3-yl)propan-2-yl)amino)-1-oxopropan-2-yl)carbamic acid 2-(3-chlorophenyl)-2,2-difluoro-1-phenylethyl ester ClC=1C=C(C=CC1)C(C(C1=CC=CC=C1)OC(N[C@H](C(=O)N[C@H](CO)C[C@H]1C(NCC1)=O)CC1=CC=C(C=C1)Cl)=O)(F)F